S1C(SCCC1)C(\C(=C\C=1SC=CC1)\C1=CC2=CC=C(C=C2C=C1)OC)=O (E)-1-(1,3-Dithian-2-yl)-2-(6-methoxynaphthalen-2-yl)-3-(thiophen-2-yl)prop-2-en-1-one